6-(dihydroxy-isobutyl)-thymine CC1=C(NC(=O)NC1=O)CC(CO)CO